F[C@@H]1[C@]2(CCC[C@@](C[C@@H]1N(C=1N=CC(=NC1)C1=C(C=C(C=C1)C1=NN(C=C1)C)O)C)(N2)C)C 2-(5-{[(1R,2S,3S,5S)-2-fluoro-1,5-dimethyl-9-azabicyclo[3.3.1]nonan-3-yl](methyl)amino}pyrazin-2-yl)-5-(1-methyl-1H-pyrazol-3-yl)phenol